8-(4-Cyclobutyl-piperazin-1-yl)-9-(1-ethyl-propoxy)-6,6-dimethyl-11-oxo-6,11-dihydro-5H-benzo[b]carbazole-3-carbonitrile C1(CCC1)N1CCN(CC1)C=1C(=CC2=C(C(C=3NC4=CC(=CC=C4C3C2=O)C#N)(C)C)C1)OC(CC)CC